4-bromo-7-chloro-2,3-dihydro-1λ6-benzothien-1,1-dione BrC1=CC=C(C2=C1CCS2(=O)=O)Cl